CN1C(C2=CC(=CC=C2C1)C=1C=CC=2NC3=C(C=CC=C3C2C1)NC(C)C1=CC=CC=C1)=O 2-methyl-6-(8-((1-phenylethyl)amino)-9H-carbazol-3-yl)isoindolin-1-one